C1(=CC=CC=C1)C=1C=C(C=2N(C1)C=C(N2)C2=CC=C(C#N)C=C2)C2=CC=CC=C2 4-(6,8-diphenylimidazo[1,2-a]pyridin-2-yl)benzonitrile